C[C@@H]1CNC(O1)=O (4R,5R)-5-methyl-2-oxo-1,3-oxazolidin